FC1=C(C=C(OCC2CNCCO2)C=C1C=1SC(=CN1)C)C(=O)OC 2-((4-fluoro-3-(methoxycarbonyl)-5-(5-methylthiazol-2-yl)phenoxy)methyl)morpholine